6-cyclohexylmethoxy-2-fluoro-purine C1(CCCCC1)COC1=C2NC=NC2=NC(=N1)F